ClC=1C=C2C(=NC1OC)C(=C(N2C)C2=NC(=NN2)[C@@H](COC)OC)C=2C=NNC2 (S)-6-chloro-2-(3-(1,2-dimeth-oxyethyl)-1H-1,2,4-triazol-5-yl)-5-methoxy-1-methyl-3-(1H-pyrazol-4-yl)-1H-pyrrolo-[3,2-b]pyridine